N7-(2,6-dimethylmorpholinoethyl)-2-(1H-pyrazol-5-yl)thieno[3,2-b]pyridine-5,7-diamine CC1OC(CN(C1)CCNC1=C2C(=NC(=C1)N)C=C(S2)C2=CC=NN2)C